1-(5-hydroxypyridin-3-yl)-3-(4-methoxybenzyl)dihydropyrimidine-2,4(1H,3H)-dione OC=1C=C(C=NC1)N1C(N(C(CC1)=O)CC1=CC=C(C=C1)OC)=O